(S)-1-amino-1'-(5-(5-methylthiophen-2-yl)pyrazin-2-yl)-1,3-dihydrospiro[indene-2,4'-piperidin]-6-ol N[C@@H]1C2=CC(=CC=C2CC12CCN(CC2)C2=NC=C(N=C2)C=2SC(=CC2)C)O